1-[4-Chloro-1-[4-(1,1-difluoroethyl)phenyl]sulfonyl-indazol-3-yl]-4,4-difluoro-pyrrolidin-3-ol ClC1=C2C(=NN(C2=CC=C1)S(=O)(=O)C1=CC=C(C=C1)C(C)(F)F)N1CC(C(C1)(F)F)O